rac-(3aR,6aS)-5-[2-fluoro-4-(trifluoromethyl)phenoxy]-1,2,3,3a,4,5,6,6a-octahydrocyclopenta[c]pyrrole 2,2,2-trifluoroacetate FC(C(=O)O)(F)F.FC1=C(OC2C[C@@H]3[C@@H](CNC3)C2)C=CC(=C1)C(F)(F)F |r|